3-(3-((4-chlorobenzyl)oxy)-4-((2,2,2-trifluoroethyl)sulfonamido)phenyl)-5-((5-methylpyrazin-2-yl)amino)-1H-pyrazole-4-carboxamide ClC1=CC=C(COC=2C=C(C=CC2NS(=O)(=O)CC(F)(F)F)C2=NNC(=C2C(=O)N)NC2=NC=C(N=C2)C)C=C1